n-hexyl acrylate (n-hexyl acrylate) C(CCCCC)C(C(=O)O)=C.C(C=C)(=O)OCCCCCC